BrC1=CC(=C(C#N)C=C1C(Br)Br)F 4-bromo-5-(dibromomethyl)-2-fluorobenzonitrile